ClC1=NC=C(C(=N1)NC1=C(C=CC=C1)S(=O)(=O)C(C)C)Cl 2,5-dichloro-N-[2-(isopropyl-sulfonyl)phenyl]pyrimidine-4-amine